CC1([C@@H]2[C@H](N(C1)C=1C(N(N=C(C1)C1=NN(C3=CC=C(C=C13)OC1(CC1)C)C1OCCCC1)C)=O)COC2)C 4-((3aR,6aS)-3,3-dimethylhexahydro-1H-furo[3,4-b]pyrrol-1-yl)-2-methyl-6-(5-(1-methylcyclopropoxy)-1-(tetrahydro-2H-pyran-2-yl)-1H-indazol-3-yl)pyridazin-3(2H)-one